5-(oxetan-3-ylsulfonyl)furan-2-carboxylic acid O1CC(C1)S(=O)(=O)C1=CC=C(O1)C(=O)O